FC1=CC(=C(C=C1)C=1C=C2C(=NC1)NC(N2CC(=O)NC)=O)OC 2-[6-(4-fluoro-2-methoxy-phenyl)-2-oxo-3H-imidazo[4,5-b]pyridin-1-yl]-N-methyl-acetamide